NCC=1C=CC2=CN(N=C2C1)CCO 2-(6-(Aminomethyl)-2H-indazol-2-yl)ethane-1-ol